3-acryloyloxyethyl-diisopropyl-propane ammonium [NH4+].C(C=C)(=O)OCCCCC(C(C)C)C(C)C